(4-(4-((3-chlorobenzyl)amino)-6-(3,5-dimethylisoxazol-4-yl)quinazolin-2-yl)Piperazin-1-yl)(pyridin-3-yl)methanone ClC=1C=C(CNC2=NC(=NC3=CC=C(C=C23)C=2C(=NOC2C)C)N2CCN(CC2)C(=O)C=2C=NC=CC2)C=CC1